F[P-](F)(F)(F)(F)F.Cl[P+](N1CCCC1)(N1CCCC1)N1CCCC1 chlorotripyrrolidinophosphonium hexafluorophosphate